triisopropyl-ethylene glycol diacrylate C(C=C)(=O)OC(C(C(C)C)OC(C=C)=O)(C(C)C)C(C)C